CN1[C@@H](CCC1)COC=1N=C(C2=C(N1)CNCC2)C2N(CCNC2)C(=O)[O-] 2-(((S)-1-methylpyrrolidin-2-yl)methoxyl-5,6,7,8-tetrahydropyrido[3,4-d]pyrimidin-4-yl)piperazine-1-carboxylate